N1(C=NC=C1)C=1N=C(N2C1C=NC=C2)C(=O)NC2CC1(C2)CC(C1)NCC(F)(F)F 1-(1H-imidazol-1-yl)-N-(6-((2,2,2-trifluoroethyl)amino)spiro[3.3]heptan-2-yl)imidazo[1,5-a]pyrazine-3-carboxamide